Methyl (S)-2-(4-hydroxyisoindolin-2-yl)-2-phenylacetate OC1=C2CN(CC2=CC=C1)[C@H](C(=O)OC)C1=CC=CC=C1